1-{(1r,4r)-4-[6-(pyrazin-2-yl)-2H-indazol-2-yl]cyclohexyl}methanamine, hydrochloride salt Cl.N1=C(C=NC=C1)C=1C=CC2=CN(N=C2C1)C1CCC(CC1)CN